5-amino-4-cyano-1-cyclopentyl-pyrazole NC1=C(C=NN1C1CCCC1)C#N